C1(=CC=CC=C1)N(C1=CC=C(C=C1)C1=CC=C(C=C1)C1=NC(=NC(=N1)C1=CC=C(C=C1)C1=CC=C(C=C1)N(C1=CC=CC=C1)C1=CC=CC=C1)C1=CC=C(C=C1)C1=CC=C(C=C1)N(C1=CC=CC=C1)C1=CC=CC=C1)C1=CC=CC=C1 2,4,6-tris{4-[4-(diphenylamino)phenyl]phenyl}-1,3,5-triazine